tert-butyl 5-(4,4,5,5-tetramethyl-1,3,2-dioxaborolan-2-yl)-2,3,4,7-tetrahydroazepine-1-carboxylate CC1(OB(OC1(C)C)C=1CCCN(CC1)C(=O)OC(C)(C)C)C